methyl 1-(tert-butoxycarbonylamino)cycloheptanecarboxylate C(C)(C)(C)OC(=O)NC1(CCCCCC1)C(=O)OC